IC=1C=C(C(=O)NC2=CC=C(C=C2)NS(=O)(=O)C)C=CC1OC 3-Iodo-4-methoxy-N-(4-(methylsulfonamido)phenyl)benzamide